C(=O)(OC(C)(C)C)NCCCBr 3-(BOC-amino)bromopropane